8-bromo-5-(((2S,5R)-5-isopropyl-3,6-dimethoxy-2,5-dihydropyrazin-2-yl)methyl)quinoline BrC=1C=CC(=C2C=CC=NC12)C[C@@H]1N=C([C@H](N=C1OC)C(C)C)OC